ClC1=CC(=NC=C1)C(=O)O 4-chloro-pyridine-2-carboxylic acid